3-(2-(2-((R)-1-((5-bromo-2-nitropyridin-3-yl)oxy)ethyl)-4,6-difluorophenyl)nicotinyl)-1-methyl-1H-pyrazole-5-carbonitrile BrC=1C=C(C(=NC1)[N+](=O)[O-])O[C@H](C)C1=C(C(=CC(=C1)F)F)C1=C(CC2=NN(C(=C2)C#N)C)C=CC=N1